C(C1=CC=CC=C1)OC(=O)N1CC(C1)(OC)OC 3,3-Dimethoxyazetidine-1-carboxylic acid benzyl ester